C(CCCCCCCCCCCCCCCCC)C(C(=O)O)CC1=CC(=C(C(=C1)C(C)(C)C)O)C(C)(C)C octadecyl-3-(3,5-di-tert-butyl-4-hydroxyphenyl)-propionic acid